C(=O)(OC(C)(C)C)N[C@@H](CCCN)C(=O)O Boc-ornithine